methyl 4-[2-(4-fluorophenyl)pyrazolo[4,3-b]pyridin-7-yl]-2-methoxy-benzoate FC1=CC=C(C=C1)N1N=C2C(N=CC=C2C2=CC(=C(C(=O)OC)C=C2)OC)=C1